1,4,7-octanetriol C(CCC(CCC(C)O)O)O